N1-(2-(tert-butyl)phenyl)-N2-((S)-1-(((S)-4-hydroxy-3-oxo-1-((S)-2-oxopiperidin-3-yl)butan-2-yl)amino)-4,4-dimethyl-1-oxopentan-2-yl)oxalamide C(C)(C)(C)C1=C(C=CC=C1)NC(C(=O)N[C@H](C(=O)N[C@@H](C[C@H]1C(NCCC1)=O)C(CO)=O)CC(C)(C)C)=O